C(C1=CC=CC=C1)N1S(C(C(C2=C1N=C(N2C2=CC=CC=C2)NCCCC)=O)C2=CC=C(C=C2)Cl)(=O)=O 1-benzyl-6-(butylamino)-3-(4-chlorophenyl)-5-phenyl-3,5-dihydroimidazo[4,5-c][1,2]thiazin-4(1H)-one 2,2-dioxide